C(C)(=O)C1C(N(CC1)CC1=CC(=CC=C1)OC)=O (5S)-acetyl-1-(m-methoxybenzyl)-pyrrolidin-2-one